BrC1=C(C(=CC=2NC(NC21)=O)C)C 4-bromo-5,6-dimethyl-1H-benzo[d]imidazol-2(3H)-one